C1(CC1)[C@@H]1C2=C(N(C([C@@H]1NC(C1=CC(=CC=C1)C(F)(F)F)=O)=O)CC)N(N=C2C(=O)O)C2CCOCC2 (4R,5R)-4-cyclopropyl-7-ethyl-6-oxo-1-(tetrahydro-2H-pyran-4-yl)-5-(3-(trifluoromethyl)benzamido)-4,5,6,7-tetrahydro-1H-pyrazolo[3,4-b]pyridine-3-carboxylic acid